ClC=1C(=NC=CC1C1=CC=CC2=C1NC(=NS2(=O)=O)NC)F 5-(3-chloro-2-fluoropyridin-4-yl)-3-(methylamino)-4H-benzo[e][1,2,4]thiadiazine 1,1-dioxide